C1(=CC=CC=C1)C=1C(=C(C=2CC3=CC=CC=C3C2C1)C=1C(=C(C(=CC1)C=1C(=CC=CC1)C1=CC=CC=C1)N)C1=C(C=CC=C1)C1=CC=CC=2SC3=C(C21)C=CC=C3)C3=CC=CC=C3 (diphenylfluorenyl)(dibenzothiophenylphenyl)(terphenyl)amine